NC1=NC=CC=C1C1=NC=2C(=NC(=CC2)C2=CC=CC=C2)N1C1=CC=C(CN2C[C@@]3(CCN(C3)C3=CC(=C(C=O)C=C3)O)CC2)C=C1 (S)-4-(7-(4-(2-(2-aminopyridin-3-yl)-5-phenyl-3H-imidazo[4,5-b]pyridin-3-yl)benzyl)-2,7-diazaspiro[4.4]nonan-2-yl)-2-hydroxybenzaldehyde